(1S,2R,3S)-2-methyl-N-[7-methyl-6-[4-((S)-3-methyltetrahydrofuran-3-yl)piperazin-4-ium-1-yl]-3-isoquinolinyl]-3-(1-methylpyrazol-4-yl)cyclopropanecarboxamide C[C@H]1[C@@H]([C@H]1C=1C=NN(C1)C)C(=O)NC=1N=CC2=CC(=C(C=C2C1)N1CC[NH+](CC1)[C@@]1(COCC1)C)C